Undecane-2-one hydrochloride Cl.CC(CCCCCCCCC)=O